OCCNC(=O)C=1C=CC(=NC1)NC1=NN2C(C=C(C=C2)C2=C(C=NC(=C2)C)OC23COCC(CCC2)N3C(=O)[O-])=C1 ((4-(2-((5-((2-hydroxyethyl)carbamoyl)pyridin-2-yl)amino)pyrazolo[1,5-a]pyridin-5-yl)-6-methylpyridin-3-yl)oxy)-3-oxa-9-azabicyclo[3.3.1]nonane-9-carboxylate